C(#N)C1=C(OC=2C=C3C(=C(C=NC3=CC2)[C@@H]2COC3(C2)CCNCC3)OC)C(=CC=C1NS(N(C)CC)(=O)=O)F (3R)-3-[6-[2-cyano-3-[[ethyl(methyl)sulfamoyl]amino]-6-fluoro-phenoxy]-4-methoxy-3-quinolyl]-1-oxa-8-azaspiro[4.5]decane